(R)-3-(2-thiophenyl)-butyric acid S1C(=CC=C1)[C@@H](CC(=O)O)C